CC=1C=CC=2N(C3=CC=C(C=C3C2C1)C)C1=C(C(=C(C(=C1N1C2=CC=C(C=C2C=2C=C(C=CC12)C)C)C1=NC=CC=C1)N1C2=CC=C(C=C2C=2C=C(C=CC12)C)C)N1C2=CC=C(C=C2C=2C=C(C=CC12)C)C)C=1OC2=C(N1)C=CC=C2 2-(2,3,5,6-tetrakis(3,6-dimethyl-9H-carbazol-9-yl)-4-(pyridin-2-yl)phenyl)benzo[d]oxazole